6'-methyl-1',2'-dihydrospiro[cyclopentane-1,3'-indole] CC1=CC=C2C3(CNC2=C1)CCCC3